1-(6-ethyl-4-methyl-3-(1-methyl-1H-pyrazol-3-yl)-8-(1-methyl-1H-pyrazol-5-yl)quinolin-2-yl)-N-((3S,4S)-3-fluorotetrahydro-2H-pyran-4-yl)piperidin-4-amine C(C)C=1C=C2C(=C(C(=NC2=C(C1)C1=CC=NN1C)N1CCC(CC1)N[C@@H]1[C@@H](COCC1)F)C1=NN(C=C1)C)C